BrC=1C(=NC=CC1CN1C(N(C(C1(C)C)=O)C1=CC=C(C=C1)SC(F)(F)F)=O)NC(C)C 1-((3-bromo-2-(isopropylamino)pyridin-4-yl)methyl)-5,5-dimethyl-3-(4-((trifluoromethyl)thio)phenyl)imidazolidine-2,4-dione